chloromethyl (S)-((1-(bicyclo[1.1.1]pentan-1-yl)-1H-1,2,3-triazol-4-yl)(2-methyl-1-oxo-1,2-dihydroisoquinolin-5-yl)methyl)(8-chloro-3-cyano-4-(neopentylamino)quinolin-6-yl)carbamate C12(CC(C1)C2)N2N=NC(=C2)[C@H](C2=C1C=CN(C(C1=CC=C2)=O)C)N(C(OCCl)=O)C=2C=C1C(=C(C=NC1=C(C2)Cl)C#N)NCC(C)(C)C